BrC=1C=C(C(=C(C(=O)NC2CC(C2)(F)F)C1)N[C@H]1CN(CC12CC2)C(=O)C2=CN=CC1=CC=CC=C21)[N+](=O)[O-] (R)-5-bromo-N-(3,3-difluorocyclobutyl)-2-((5-(isoquinoline-4-carbonyl)-5-azaspiro[2.4]heptan-7-yl)amino)-3-nitrobenzamide